6-amino-2-(3,5-dichloro-4-((5-methyl-4-oxo-3,4,5,6,7,8-hexahydro-5,8-ethanophthalazin-1-yl)oxy)phenyl)-1,2,4-triazine-3,5(2H,4H)-dione NC=1C(NC(N(N1)C1=CC(=C(C(=C1)Cl)OC1=NNC(C=2C3(CCC(C12)CC3)C)=O)Cl)=O)=O